BrC1=CC(=C(C=C1)CN(C)C)F (4-bromo-2-fluorophenyl)-N,N-dimethylmethylamine